COC(=O)C=1C=CC2=C(N(C(=N2)CN2C(N(CC2)C2=NC(=C(C=C2)F)COC2=C(C=C(C=C2)C#N)F)=O)C[C@H]2OCC2)C1 (S)-2-((3-(6-((4-cyano-2-fluorophenoxy)methyl)-5-fluoropyridin-2-yl)-2-oxoimidazolidin-1-yl)methyl)-1-(oxetan-2-ylmethyl)-1H-benzo[d]imidazole-6-carboxylic acid methyl ester